cycloheptane-1,2-diol C1(C(CCCCC1)O)O